(S)-(4-((4-(6-((4-(3-phenylisoxazolidin-2-yl)-5-(trifluoromethyl)pyrimidin-2-yl)amino)pyridin-3-yl)piperidin-1-yl)methyl)phenyl)methanol C1(=CC=CC=C1)[C@H]1N(OCC1)C1=NC(=NC=C1C(F)(F)F)NC1=CC=C(C=N1)C1CCN(CC1)CC1=CC=C(C=C1)CO